COC1=C(C2=C(NC(N2C)=O)C=C1)C=1CCN(CC1)C(=O)OC(C)(C)C tert-butyl 4-(5-methoxy-3-methyl-2-oxo-1H-benzoimidazol-4-yl)-3,6-dihydro-2H-pyridine-1-carboxylate